OCC1NC2=C(C=C(C=C2NC1)S(=O)(=O)N)[N+](=O)[O-] 2-(hydroxymethyl)-8-nitro-1,2,3,4-tetrahydroquinoxaline-6-sulfonamide